C(C1=CC=CC=C1)N(C(CN1C2=C(N3C(=NN=C3C(C1=O)CC1=CNC3=CC=CC=C13)C1=CC=CC=C1)C=CC=C2)=O)C(C)C N-benzyl-2-[4-(1H-indol-3-ylmethyl)-5-oxo-1-phenyl-4,5-dihydro-2,3,6,10b-tetraaza-benzo[e]azulen-6-yl]-N-isopropyl-acetamide